((1R,5S,6s)-6-((4-(2-aminopropan-2-yl)-6-(1-methyl-1H-indol-2-yl)pyridin-2-yl)oxy)-3-azabicyclo[3.1.0]hexan-3-yl)(4-methyl-2-(pyrimidin-2-yl)thiazol-5-yl)methanone NC(C)(C)C1=CC(=NC(=C1)C=1N(C2=CC=CC=C2C1)C)OC1[C@@H]2CN(C[C@H]12)C(=O)C1=C(N=C(S1)C1=NC=CC=N1)C